C1(NCCCCCC1)=O 2-azacyclooctanone